FC1=C(C(=CC=C1)C)C1=CC(=C2C=C(N=CC2=C1)N)N1C[C@@H](CC1)NC 7-(2-fluoro-6-methyl-phenyl)-5-[(3R)-3-(methylamino)pyrrolidin-1-yl]isoquinolin-3-amine